ClC=1C(=C2CC(CC2=CC1)NC1=CC=C(C=N1)[C@@H](C(F)(F)F)C1S(CCC(C1)C(=O)NC)(=O)=O)F ((1S)-1-(6-((5-Chloro-4-fluoro-2,3-dihydro-1H-inden-2-yl)amino)pyridin-3-yl)-2,2,2-trifluoroethyl)-N-methyltetrahydro-2H-thiopyran-4-carboxamide 1,1-dioxide